NC1=NC=2C(=CC=CC2C=2N1C=C(N2)CN2CC1=CC=C(C=C1CC2)CC(=O)NC2=NC=CC=C2)F 2-(2-((5-amino-7-fluoroimidazo[1,2-c]quinazolin-2-yl)methyl)-1,2,3,4-tetrahydroisoquinolin-6-yl)-N-(pyridin-2-yl)acetamide